2-chloro-5-(3,4-dichlorophenyl)-6H-pyrimido[1,6-b]Pyridazin-6-one ClC=1C=CC=2N(N1)C=NC(C2C2=CC(=C(C=C2)Cl)Cl)=O